Diisopropyl 3-azidocyclobutane-1,1-dicarboxylate N(=[N+]=[N-])C1CC(C1)(C(=O)OC(C)C)C(=O)OC(C)C